(1r,3r)-3-(cyanomethyl)-3-(3-fluoro-4-(6-(1-methyl-1H-pyrazol-4-yl)pyrazolo[1,5-a]pyrazin-4-yl)-1H-pyrazol-1-yl)cyclobutane-1-carbonitrile C(#N)CC1(CC(C1)C#N)N1N=C(C(=C1)C=1C=2N(C=C(N1)C=1C=NN(C1)C)N=CC2)F